ClC=1NC2=CC=CC=C2C1CCN(C)C 2-(2-Chloro-1H-Indol-3-Yl)-N,N-Dimethylethan-1-Amine